methyl (2R)-4-[(4S)-5-benzyloxy-4-(1,3-dioxoisoindolin-2-yl)-3,3-dimethyl-5-oxopentyl]piperazine-1,2-dicarboxylate C(C1=CC=CC=C1)OC([C@H](C(CCN1C[C@@H](N(CC1)C(=O)OC)C(=O)[O-])(C)C)N1C(C2=CC=CC=C2C1=O)=O)=O